N3-(2-(1H-1,2,4-triazol-1-yl)ethyl)-4-(2,5-dihydrofuran-2-yl)-N1-phenylbenzene-1,3-diamine N1(N=CN=C1)CCNC=1C=C(C=CC1C1OCC=C1)NC1=CC=CC=C1